ClC1=C(C#N)C=C(C=C1OC1=C(N=CN(C1=O)CC1=C(N=C(NC1=O)C)C)C(C(F)F)(F)F)C(F)F 2-chloro-5-(difluoromethyl)-3-((1-((2,4-dimethyl-6-oxo-1,6-dihydropyrimidin-5-yl)-methyl)-6-oxo-4-(1,1,2,2-tetrafluoroethyl)-1,6-dihydropyrimidin-5-yl)oxy)-benzonitrile